(3S,4S)-8-(9-(2,3-dichlorophenyl)-7H-imidazo[1,2-c]pyrrolo[3,2-e]pyrimidin-5-yl)-3-methyl-2-oxa-8-azaspiro[4.5]decan-4-amine ClC1=C(C=CC=C1Cl)C1=CNC2=C1C=1N(C(=N2)N2CCC3([C@@H]([C@@H](OC3)C)N)CC2)C=CN1